BrC=1C=CC(=C2C=C(N=CC12)Cl)C(C(F)(F)F)C 8-bromo-3-chloro-5-(1,1,1-trifluoropropan-2-yl)isoquinoline